5-(2-methoxypyrimidin-5-yl)-1H-pyrazolo[3,4-b]pyridine COC1=NC=C(C=N1)C=1C=C2C(=NC1)NN=C2